C(C)(C)NC(=O)C=1SC(=CN1)NC(C[C@H](C(=O)N[C@H]1C2=C(CN3N(C1=O)CCC3)C=CC=C2)C)=O (R)-N4-(2-(Isopropylcarbamoyl)thiazol-5-yl)-2-methyl-N1-((S)-11-oxo-2,3,10,11-tetrahydro-1H,5H-benzo[d]pyrazolo[1,2-a][1,2]diazepin-10-yl)succinamid